CC1=C(C=CC=2OC3(CCCCC3)OC21)C(=O)O 4-methylspiro[benzo[d][1,3]dioxole-2,1'-cyclohexane]-5-carboxylic acid